FC1=C(C=CC=C1)C1NC2=CC=CC=C2CC1 2-(2-fluorophenyl)-1,2,3,4-tetrahydroquinoline